C1N(C[C@@H]2[C@H]1CNC2)C=2C=CC(=C(C=O)C2)O 5-((3aR,6aS)-Hexahydropyrrolo[3,4-c]pyrrol-2(1H)-yl)-2-hydroxybenzaldehyde